N-[1-(2,2-difluoroethyl)-1H-pyrazolo[3,4-b]pyrazin-6-yl]-2-[5-(trifluoromethyl)pyridin-2-yl]-2-azaspiro[3.5]nonan-7-amine FC(CN1N=CC=2C1=NC(=CN2)NC2CCC1(CN(C1)C1=NC=C(C=C1)C(F)(F)F)CC2)F